tert-butyl pyrrole-1(2H)-carboxylate N1(CCC=C1)C(=O)OC(C)(C)C